rac-(7,10-Dioxadispiro[2.2.46.23]dodecan-4-yl)methanamine C1CC12[C@@H](CC1(OCCO1)CC2)CN |r|